C1=CC=CC=2C3=CC=CC=C3N(C12)C1=C(C(=C(C(=C1N1C2=CC=CC=C2C=2C=CC=CC12)N1C2=CC=CC=C2C=2C=CC=CC12)N1C2=CC=CC=C2C=2C=CC=CC12)C1=NC(=CC(=N1)C1=CC=CC=C1)C1=CC=CC=C1)C=1SC2=C(N1)C=CC=C2 2-(2,3,4,5-tetra(9H-carbazol-9-yl)-6-(4,6-diphenylpyrimidin-2-yl)phenyl)benzo[d]thiazole